C1=CC=C(C=C1)N2C3=CC=CC=C3N=C4C2=CC(=NC5=C(C=C(C=C5)S(=O)(=O)O)S(=O)(=O)O)C6=C4C=CC(=C6)S(=O)(=O)O The molecule is an organic heterotetracyclic compound that is 7-phenyl-5-imino-5,7-dihydrobenzo[a]phenazine-3-sulfonic acid in which the imino hydrogen is replaced by a 2,4-disulfophenyl group. The disodium salt is the biological stain 'azocarmine B'. It is an arenesulfonic acid, an imine and an organic heterotetracyclic compound. It is a conjugate acid of an azocarmine B(2-).